(4-(7H-pyrrolo[2,3-d]pyrimidin-4-yl)-3,4-dihydro-2H-1,4-thiazin-6-yl)((4aS,7aS)-octahydro-6H-pyrrolo[3,4-b]pyridin-6-yl)methanone hydrochloride Cl.N1=CN=C(C2=C1NC=C2)N2CCSC(=C2)C(=O)N2C[C@H]1NCCC[C@H]1C2